2',6-bis(difluoromethyl)-[2,4'-bipyridin] FC(C1=NC=CC(=C1)C1=NC(=CC=C1)C(F)F)F